(1S,2S,4S)-1,7,7-trimethylbicyclo[2.2.1]hept-2-yl propanoate C(CC)(=O)O[C@@H]1[C@]2(CC[C@@H](C1)C2(C)C)C